BrC=1C=C2CCO[C@H](C2=CC1)[C@H]1NCCC1 (S)-2-((R)-6-bromoisochroman-1-yl)pyrrolidine